methyl-3''-((tert-butyldiphenylsilyl)oxy)dispiro[adamantane-2,3'-[1,2,4]trioxolane-5',1''-cyclohexane]-5-carboxylate COC(=O)C12CC3CC(C1)CC(C2)C32OOC3(CC(CCC3)O[Si](C3=CC=CC=C3)(C3=CC=CC=C3)C(C)(C)C)O2